((1R,5S,6R)-3-azabicyclo[3.1.0]hex-6-yl)methanol tert-butyl-[3-(4-{[(2S)-1-hydroxypropan-2-yl]oxy}-1H-pyrazol-1-yl)bicyclo[1.1.1]pentan-1-yl]carbamate C(C)(C)(C)N(C(=O)OCC1[C@H]2CNC[C@@H]12)C12CC(C1)(C2)N2N=CC(=C2)O[C@H](CO)C